C[C@@](CCOP(=O)([O-])OP(=O)([O-])[O-])(CC(=O)[O-])O The molecule is an organophosphate oxoanion arising from deprotonation of carboxylic acid and phosphate functions of (R)-5-diphosphomevalonic acid. It has a role as a Saccharomyces cerevisiae metabolite. It is an organophosphate oxoanion and a monocarboxylic acid anion. It is a conjugate base of a (R)-5-diphosphomevalonic acid.